perfluorohexyl-sulfonic acid FC(C(C(C(C(C(F)(F)F)(F)F)(F)F)(F)F)(F)F)(S(=O)(=O)O)F